β-(3,4-epoxycyclohexyl)ethyldiacetoxyisopropylsilane C1(CC2C(CC1)O2)CC[Si](C(C)C)(OC(C)=O)OC(C)=O